(2r,6s)-2-tert-butyl-6-(hydroxymethyl)morpholine-4-carboxylic acid tert-butyl ester C(C)(C)(C)OC(=O)N1C[C@H](O[C@@H](C1)CO)C(C)(C)C